FC=1C(=C(C(=CC1)F)C=1C(=CN(C1C(C1=CC=C(C=C1)OC)=O)C)C(=O)OC)C methyl 4-(3,6-difluoro-2-methylphenyl)-5-(4-methoxybenzoyl)-1-methylpyrrole-3-carboxylate